FC1=C(C(=O)O)C=CC(=C1)C=1C=NC=2N(N1)C(=CN2)CC=2C=C1C=CC=NC1=CC2 2-Fluoro-4-(7-(quinolin-6-ylmethyl)imidazo[1,2-b][1,2,4]triazin-2-yl)benzoic acid